(R)-3-((S)-3-(3-aminophenyl)-1-(tert-butoxy)-1-oxopropan-2-yl)pyrrolidine-1-carboxylic acid tert-butyl ester C(C)(C)(C)OC(=O)N1C[C@H](CC1)[C@@H](C(=O)OC(C)(C)C)CC1=CC(=CC=C1)N